terbium ferricyanide [Fe-3](C#N)(C#N)(C#N)(C#N)(C#N)C#N.[Tb+3]